N-(5-(2-(((1r,4r)-4-aminocyclohexyl)amino)-8-ethylquinazolin-6-yl)-4-methoxypyridin-2-yl)-2-chlorobenzenesulfonamide NC1CCC(CC1)NC1=NC2=C(C=C(C=C2C=N1)C=1C(=CC(=NC1)NS(=O)(=O)C1=C(C=CC=C1)Cl)OC)CC